C(C)NC(CN(CCC=O)CC)=O N-ETHYL-2-[ETHYL(3-OXOPROPYL)AMINO]ACETAMIDE